Naphthalen-1-ylmethyl (1s,4s)-4-(2-fluoro-4-methoxy-5-((3-(((1-methylcyclobutyl)methyl)carbamoyl)naphthalen-2-yl)carbamoyl)phenoxy)-1-methylcyclohexane-1-carboxylate FC1=C(OC2CCC(CC2)(C(=O)OCC2=CC=CC3=CC=CC=C23)C)C=C(C(=C1)OC)C(NC1=CC2=CC=CC=C2C=C1C(NCC1(CCC1)C)=O)=O